ethyl 4-(morpholin-4-yl)-6-oxo-1H-pyridine-3-carboxylate N1(CCOCC1)C=1C(=CNC(C1)=O)C(=O)OCC